ClC1=CC(=NC=C1)[C@@H]1[C@H](C1)C(=O)NC1=NC=NC(=C1)N(CCO)CC=1N=C2N(C=C(C=C2)C2CC2)C1 (1S,2S)-2-(4-chloropyridin-2-yl)-N-(6-(((6-cyclopropylimidazo[1,2-a]pyridin-2-yl)methyl)(2-hydroxyethyl)amino)pyrimidin-4-yl)cyclopropane-1-carboxamide